N-(2,6-difluoro-3-(5-(6-fluoro-4-methylpyridin-3-yl)-1H-pyrrolo-[2,3-b]pyridine-3-carbonyl)phenyl)-3,3,3-trifluoro-propane-1-sulfonamide FC1=C(C(=CC=C1C(=O)C1=CNC2=NC=C(C=C21)C=2C=NC(=CC2C)F)F)NS(=O)(=O)CCC(F)(F)F